ClC=1C=C(C=C(C1)Cl)NC(=O)NC1=C(C=CC(=C1)Cl)CCO 1-(3,5-dichlorophenyl)-3-[5-chloro-2-(2-hydroxyethyl)phenyl]urea